8-fluoro-7-(methoxymethyl)-5-methyl-3-((6-methylpyridin-2-yl)methyl)-3,5-dihydro-4H-pyridazino[4,5-b]indol-4-one FC1=CC=2C3=C(N(C2C=C1COC)C)C(N(N=C3)CC3=NC(=CC=C3)C)=O